ClCC=1C(=NC=CC1)NC1C(NC(CC1)=O)=O 3-((3-(Chloromethyl)pyridin-2-yl)amino)piperidine-2,6-dione